5-(5-trifluoromethylpyridin-2-yl)-1,3,4-thiadiazol-2-amine FC(C=1C=CC(=NC1)C1=NN=C(S1)N)(F)F